FC=1C=C(C=C(C1F)F)C(C)=O (3,4,5-trifluorophenyl)ethanone